C1NCCC2=CC=NC=C12 1,2,3,4-tetrahydro[2,7]naphthyridine